ClC1=C(C=NC=C1)NC(=O)N1CCN(CC1)CC1=CC2=C(OC(O2)(F)F)C=C1 N-(4-chloro-3-pyridyl)-4-[(2,2-difluoro-1,3-benzodioxol-5-yl)methyl]-1-piperazinecarboxamide